ClC(CCCCCC(=O)O)=C 7-chloro-7-octenoic acid